CC(=O)O[C@@H]1[C@@H](SC2=CC=CC=C2N(C1=O)CC[NH+](C)C)C3=CC=C(C=C3)OC The molecule is an ammonium ion resulting from the protonation of the nitrogen of the dimethylaminoethyl substituent of diltiazem. The major species at pH 7.3. It has a role as a histamine agonist, a calcium channel blocker and a vasodilator agent. It is a conjugate acid of a diltiazem. It is an enantiomer of an ent-diltiazem(1+).